Trans-1-(2,2-dichloro-3-(4-methoxyphenyl)cyclopropyl)-3-iodobenzene ClC1([C@H]([C@@H]1C1=CC=C(C=C1)OC)C1=CC(=CC=C1)I)Cl